ClC1=CC(=CC(=N1)C(=O)N1C(CCC1)C1=CC=C(C=C1)F)C (6-chloro-4-methylpyridin-2-yl)(2-(4-fluorophenyl)pyrrolidin-1-yl)methanone